COC=1C=C(C=C(C1C)OC)[C@H]([C@H](CC1=CC=C(C(=N1)OC)CC(=O)O)OCCC1=CC=CC=C1)O 2-(6-((2S,3R)-3-(3,5-dimethoxy-4-methylphenyl)-3-hydroxy-2-phenethyloxypropyl)-2-methoxypyridin-3-yl)acetic acid